NC1CCC(CC1)[C@H](C)NC=1C=C(C=C(C1C(C)C)F)C1=NNC(O1)=O 5-[3-({(1S)-1-[(1r,4S)-4-aminocyclohexyl]ethyl}amino)-5-fluoro-4-(propan-2-yl)phenyl]-1,3,4-oxadiazol-2(3H)-one